FC1(CCC(CC1)N)F 4,4-Difluorocyclohexylamine